bromo-4-(bromomethyl)-5-fluoro-2-methoxybenzene BrC1=C(C=C(C(=C1)F)CBr)OC